C(C)C=1C(NC=2C=C(C=NC2C1)CN1CCN(CC1)C(=O)OC)=O methyl 4-((7-ethyl-6-oxo-5,6-dihydro-1,5-naphthyridin-3-yl)methyl)piperazine-1-carboxylate